3,3-Dimethyl-1-buten-1-ol CC(C=CO)(C)C